trimethylolethane (3-mercaptopropionate) SCCC(=O)O.C(O)C(C)(CO)CO